O1C(COCC1)CN1N=C(C2=CC=CC=C12)C(=O)O 1-((1,4-dioxan-2-yl)methyl)-1H-indazole-3-carboxylic acid